C1(=CC=CC=C1)C1=CC=C(C=C1)CN1C=CC=2C3=C(N=C(N=C3C=CC21)N)N 7-[(4-phenylphenyl)methyl]pyrrolo[3,2-f]quinazoline-1,3-diamine